Methyl (6-((2-fluoro-4-((((4S*,5S*)-2-methyl-2-azabicyclo[2.2.1]heptan-5-yl)oxy)methyl)benzyl)amino)isoquinolin-1-yl)carbamate FC1=C(CNC=2C=C3C=CN=C(C3=CC2)NC(OC)=O)C=CC(=C1)CO[C@@H]1[C@@H]2CN(C(C1)C2)C |o1:26,27|